FC1=CC=C(C=C1)S(=O)(=O)C1=CC=C(C=C1)F 4-fluorophenylsulfone